N-((8-fluoro-6,12-dioxo-6,12-dihydroindolo[2,1-b]quinazolin-3-yl)methyl)methanesulfonamide FC=1C=C2C(C3=NC4=CC(=CC=C4C(N3C2=CC1)=O)CNS(=O)(=O)C)=O